3-bromo-N-(2-(4,4-difluorocyclohexyl)-4-(2,5-difluorophenyl)pyridin-3-yl)isoxazole-5-carboxamide BrC1=NOC(=C1)C(=O)NC=1C(=NC=CC1C1=C(C=CC(=C1)F)F)C1CCC(CC1)(F)F